C1(CC1)[C@H](C(F)(F)C=1C(=C(C=CC1)[C@@H](C)NC(OC(C)(C)C)=O)F)O |o1:3| Tert-butyl [(1R)-1-{3-[(2R or S)-2-cyclopropyl-1,1-difluoro-2-hydroxyethyl]-2-fluorophenyl}ethyl]-carbamate